2-hydroxy-3-methoxy-5-nitro-benzoic acid methyl ester COC(C1=C(C(=CC(=C1)[N+](=O)[O-])OC)O)=O